(2S,3S)-2,3-bis(benzoyloxy)-3-carboxypropionic acid C(C1=CC=CC=C1)(=O)O[C@H](C(=O)O)[C@@H](C(=O)O)OC(C1=CC=CC=C1)=O